6-chloro-4-(4-(methylsulfonyl)phenyl)-1-(tetrahydro-2H-pyran-2-yl)-1H-indazole ClC1=CC(=C2C=NN(C2=C1)C1OCCCC1)C1=CC=C(C=C1)S(=O)(=O)C